BrC1=CC=CC=2C=C(OC21)C(=O)NC2=C(C=CC=C2)CC(=O)OCC ethyl 2-(2-(7-bromobenzofuran-2-carboxamido)phenyl)acetate